6-methyl-5-(1-morpholinoethyl)-1-(3,5-dimethylphenyl)indolizine-7-carboxylic acid CC1=C(N2C=CC(=C2C=C1C(=O)O)C1=CC(=CC(=C1)C)C)C(C)N1CCOCC1